ClC1=C(C(=O)NCCS(=O)(=O)N2C(N(CC2)C(=O)NCC(=O)O)=O)C=CC(=C1OC)OC 2-(3-((2-(2-chloro-3,4-dimethoxybenzoylamino)ethyl)sulphonyl)-2-oxoimidazolidine-1-carboxamido)acetic acid